5-Chloro-3-(N-(4-ethoxy-3-methoxyphenyl)-N-methylsulfamoyl)-N-(4-(2-oxopyrrolidin-1-yl)phenyl)thiophene-2-carboxamide ClC1=CC(=C(S1)C(=O)NC1=CC=C(C=C1)N1C(CCC1)=O)S(N(C)C1=CC(=C(C=C1)OCC)OC)(=O)=O